3-bromo-5-(1-{2-[(tert-butyldiphenylsilyl)oxy]ethyl}-1H-pyrazol-4-yl)aniline BrC=1C=C(N)C=C(C1)C=1C=NN(C1)CCO[Si](C1=CC=CC=C1)(C1=CC=CC=C1)C(C)(C)C